C(C)(C)(C)OC(=O)N1[C@H](CN(CC1)C=1C2=C(N=C(N1)OC[C@@H]1N(CCC1)C)CN(CC2)C2=CC=CC1=CC=CC(=C21)C)CC#N (S)-2-(cyanomethyl)-4-{7-(8-methylnaphthalen-1-yl)-2-[((R)-1-methylpyrrolidin-2-yl)methoxy]-5,6,7,8-tetrahydropyrido[3,4-d]pyrimidin-4-yl}piperazine-1-carboxylic acid tert-butyl ester